n-(3-amino-4-methylphenyl)-2-phenylacetamide CC1=C(C=C(C=C1)NC(=O)CC2=CC=CC=C2)N